ClC1=NC=CC(=N1)C1CCN(CC1)C(=O)OC(C)(C)C tert-butyl 4-(2-chloropyrimidin-4-yl)piperidine-1-carboxylate